FC=1C(=C(C=C(C1)C1(COC1)O)[C@@H](C(=O)O)N1C[C@@H](CC1)N(CCCCCC1=NC=2NCCCC2C=C1)C)OC (S)-2-(3-fluoro-5-(3-hydroxyoxetan-3-yl)-2-methoxyphenyl)-2-((R)-3-(methyl(5-(5,6,7,8-tetrahydro-1,8-naphthyridin-2-yl)pentyl)amino)pyrrolidin-1-yl)acetic acid